C(C)(C)(C)OC(N[C@H]1CN(CCC1)C1CC1)=O (R)-(1-cyclopropylpiperidin-3-yl)carbamic acid tert-butyl ester